NC1=C2N=C(N(C2=NC=N1)CCS(=O)(=O)N)SC1=CC2=C(OCO2)C=C1C=1OC=CN1 2-(6-amino-8-((6-(oxazol-2-yl)benzo[d][1,3]dioxol-5-yl)thio)-9H-purin-9-yl)ethanesulfonamide